3-(2-hydroxy-3-(undecyloxy)propoxy)phenol OC(COC=1C=C(C=CC1)O)COCCCCCCCCCCC